ClC1=C(C=C(C=C1)F)C1NC(C2=C1C(=CC1=C(N(N=C21)C)C=O)C2=C(C(=O)N)C=C(C=C2F)C(F)(F)F)=O (6-(2-chloro-5-fluorophenyl)-3-formyl-2-methyl-8-oxo-2,6,7,8-tetrahydropyrrolo[3,4-g]indazol-5-yl)-3-fluoro-5-(trifluoromethyl)benzamide